FC1=C(OC2=C(C=C(C=C2)NS(=O)(=O)CC)C2=CC(=NC(=C2)C([2H])([2H])[2H])OCC)C=CC(=C1)F 4-(2-(2,4-difluorophenoxy)-5-(ethylsulfonylamino)phenyl)-2-ethoxy-6-(methyl-d3)pyridine